CC1=C(C(NC(=C1)C)=O)CN1C(C=2C(=C3C(=C(C2CC1)C1=COC=C1)O[C@@](O3)(C)[C@@H]3CC[C@H](CC3)N(C)C)C)=O (S)-6-((4,6-dimethyl-2-oxo-1,2-dihydropyridin-3-yl)methyl)-2-(trans-4-(dimethylamino)cyclohexyl)-9-(furan-3-yl)-2,4-dimethyl-7,8-dihydro-[1,3]dioxolo[4,5-g]isoquinolin-5(6H)-one